(1R,3s,5S)-8-(5-bromo-1-((2-(trimethylsilyl)ethoxy)methyl)-1H-pyrazole-3-carbonyl)-8-azabicyclo[3.2.1]octane BrC1=CC(=NN1COCC[Si](C)(C)C)C(=O)N1[C@@H]2CCC[C@H]1CC2